C1(=C(C=CC=C1)N(C=1C2(C3=CC4=CC=CC=C4C3=CC1)C=CC=C1C3=CC=CC=C3C=C12)C1=C(C=CC=2OC3=C(C21)C=CC=C3)C)C3=CC=CC=C3 (biphenylyl)(methyldibenzofuranyl)(spirobifluorenyl)amine